(1S,3S)-3-aminocyclopentane-1-ol hydrochloride Cl.N[C@@H]1C[C@H](CC1)O